FC1=C(C(=C(C(=C1S(=O)(=O)OC1CCS(C1)(=O)=O)F)F)F)F 4-(pentafluorophenyl)sulfonyloxytetrahydrothiophene-1,1-dioxide